C(C)NC1=C2C(=NC(=C1)NC1=C(C=C(C=C1)C(=O)N1CCC(CC1)N1CCOCC1)OC)NC=C2C(F)(F)F (4-((4-(Ethylamino)-3-(trifluoromethyl)-1H-pyrrolo[2,3-b]pyridin-6-yl)amino)-3-methoxyphenyl)(4-morpholinopiperidin-1-yl)methanon